Cl.O1COC2=C1C=CC(=C2)[C@@H]2[C@H]([C@@H](N(C2)CC(=O)N(CCCC)CCCC)C2=CC=C(C=C2)OC)C(=O)O (2R,3R,4S)-4-(1,3-Benzodioxol-5-yl)-1-[2-(dibutylamino)-2-oxoethyl]-2-(4-methoxyphenyl)pyrrolidine-3-carboxylic acid, monohydrochloride